CC(C(N1CCN(CC1)C(NC1=NC(N(C=C1)C1=CC=C(C=C1)OC(C=O)C)=O)=O)=O)(C)NC(OC(C)(C)C)=O t-butyl (2-methyl-1-oxo-1-(4-((2-oxo-1-(4-((1-oxopropan-2-yl)oxy)phenyl)-1,2-dihydropyrimidin-4-yl)carbamoyl)piperazin-1-yl)propan-2-yl)carbamate